5,6-dimethyl-9-(2-(4-methylpiperidin-1-yl)ethoxy)-6H-pyrido[4,3-b]carbazole CC1=C2C(=CC=3C=4C=C(C=CC4N(C13)C)OCCN1CCC(CC1)C)C=NC=C2